C(C)(C)C(C(=O)OCCCCC)(C(C(=O)OCCCCC)C(C)C)C dipentyl 2,3-diisopropyl-2-methylsuccinate